FC(C)(C)C1=CC=C(C=N1)C(C)O 1-(6-(2-fluoroprop-2-yl)pyridin-3-yl)ethan-1-ol